1-[(7AR)-5-chloro-4-(2-chloro-6-hydroxyphenyl)-1-methyl-1,7a,8,10,11,13-hexahydroimidazo[4,5-g]pyrazino[2,1-c][1,4]benzoxazepin-9(7H)-yl]prop-2-en-1-one palladium copper [Cu].[Pd].ClC1=C(C2=C(C=3CN4[C@@H](COC31)CN(CC4)C(C=C)=O)N(C=N2)C)C2=C(C=CC=C2O)Cl